FC1(CCC(CC1)NC1=CC(=NC(=N1)N1N=C(C=C1)CF)OC1CN(C1)C(=O)OCC)F ethyl 3-((6-((4,4-difluorocyclohexyl)amino)-2-(3-(fluoromethyl)-1H-pyrazol-1-yl)pyrimidin-4-yl)oxy)azetidine-1-carboxylate